CC1(CC1)C1=NN=C(O1)C(=O)N 5-(1-methylcyclopropyl)-1,3,4-oxadiazole-2-carboxamide